FC=1C(N(C=C(C1)CCN1CC(C1)F)C(C(=O)O)CC(C)C)=O 2-(3-fluoro-5-(2-(3-fluoroazetidin-1-yl)ethyl)-2-oxopyridin-1(2H)-yl)-4-methylpentanoic acid